FC1=C2C(=CC3=C(N=NO3)C2=CC=C1)Br 6-fluoro-5-bromonaphtho[1,2-d][1,2,3]Oxadiazole